Cl.Cl.COC([C@@H](CSSC[C@H](C(=O)O)N)N)=O D-cystine methyl ester dihydrochloride